(2-(3-(hydroxymethyl)phenoxy)ethyl)-N-((tetrahydro-2H-pyran-2-yl)oxy)-1H-indole-6-carboxamide OCC=1C=C(OCCN2C=CC3=CC=C(C=C23)C(=O)NOC2OCCCC2)C=CC1